2-fluoro-4-(4-fluorophenoxy)benzoic acid FC1=C(C(=O)O)C=CC(=C1)OC1=CC=C(C=C1)F